1-(dimethylamino)propan-2-ol CN(CC(C)O)C